3-(1-methyl-6-(4-(piperidin-4-ylmethyl)piperazin-1-yl)-1H-indazol-3-yl)piperidine-2,6-dione CN1N=C(C2=CC=C(C=C12)N1CCN(CC1)CC1CCNCC1)C1C(NC(CC1)=O)=O